3-(3,3-Dimethylindolin-5-yl)-4-[4-[(3S)-1-(3-fluoropropyl)pyrrolidin-3-yl]oxyphenyl]-2H-thiochromen-7-ol CC1(CNC2=CC=C(C=C12)C=1CSC2=CC(=CC=C2C1C1=CC=C(C=C1)O[C@@H]1CN(CC1)CCCF)O)C